BrC=1C=C2CCC(NC2=CC1Cl)=O 6-Bromo-7-chloro-3,4-dihydro-1H-quinolin-2-one